[1,1':4',1'']terphenyl-3'-yl-amine C1(=CC=CC=C1)C1=CC(=C(C=C1)C1=CC=CC=C1)N